CN(C1=NC=NC(=C1)C)C N,N,6-trimethyl-pyrimidin-4-amine